1-(2-methyl-2H-tetrazol-5-yl)ethanone CN1N=C(N=N1)C(C)=O